5-benzyl-N-[(3S)-7-(3-hydroxy-3-methyl-but-1-ynyl)-5-methyl-4-oxo-2,3-dihydro-1,5-benzoxazepin-3-yl]-1H-1,2,4-triazole-3-carboxamide C(C1=CC=CC=C1)C1=NC(=NN1)C(=O)N[C@H]1COC2=C(N(C1=O)C)C=C(C=C2)C#CC(C)(C)O